(E)-N-(4-(8-(2-chloro-6-methoxy-4-(1-methyl-1H-imidazol-5-yl)phenyl)indolizine-3-carbonyl)-2,6-difluorophenyl)-4-(((1r,4r)-4-methoxycyclohexyl)amino)but-2-enamide ClC1=C(C(=CC(=C1)C1=CN=CN1C)OC)C1=CC=CN2C(=CC=C12)C(=O)C1=CC(=C(C(=C1)F)NC(\C=C\CNC1CCC(CC1)OC)=O)F